C1(=CC=CC=C1)C1C(C1)NC(=O)N[C@@H]1C[C@H](C=2C1=CC(=C1C=C(N=CC21)C2CC2)S(NCC(C)C)(=O)=O)NC2=NC1=C(N2)C=CC=C1 |r| 1-(2-Phenylcyclopropyl)-3-[trans-(7RS,9RS)-9-(1H-benzimidazol-2-ylamino)-3-cyclopropyl-5-(2-methylpropylsulfamoyl)-8,9-dihydro-7H-cyclopenta[h]isochinolin-7-yl]urea